(S)-N-(4-(1-((4-methyl-4H-1,2,4-triazol-3-yl)thio)ethyl)pyridin-2-yl)quinoline-2-carboxamide CN1C(=NN=C1)S[C@@H](C)C1=CC(=NC=C1)NC(=O)C1=NC2=CC=CC=C2C=C1